(2e,4e)-1-(hexahydropyridin-1-yl)-5-(quinolin-6-yl)penta-2,4-dien-1-one N1(CCCCC1)C(\C=C\C=C\C=1C=C2C=CC=NC2=CC1)=O